C1(=C(C(=CC(=C1)C)C)C=1C2=CC(=CC=C2[N+](=C2C=CC(=CC12)Br)C1=CC=CC=C1)Br)C 9-mesityl-2,7-dibromo-10-phenylacridinium